NC=1C=C(C=CC1)C1=NN(C(C2=CC=CC=C12)=O)C1=C(C=C(C=C1)F)F 4-(3-Aminophenyl)-2-(2,4-difluorophenyl)phthalazin-1(2H)-one